Ethyl 2-(ethoxycarbonyl)-4,4-difluorobutanoate C(C)OC(=O)C(C(=O)OCC)CC(F)F